BrC=1C(=NN2C1N=C(N(C2=O)COC)SCC2=CC=C(C=C2)OC)OC 8-bromo-7-methoxy-3-(methoxymethyl)-2-{[(4-methoxyphenyl)methyl]sulfanyl}pyrazolo[1,5-a][1,3,5]triazin-4-one